tert-butyl (E)-9-(2-(3-(hydroxyamino)-3-oxoprop-1-en-1-yl)phenyl)-1,9-diazaspiro[5.5]undecane-1-carboxylate ONC(/C=C/C1=C(C=CC=C1)N1CCC2(CCCCN2C(=O)OC(C)(C)C)CC1)=O